(Z)-2-methoxy-3-(4-(2-(5-(methyl-d3)-2-(phenyl-d5)oxazol-4-yl)ethoxy)benzo[b]thiophen-7-yl)acrylic acid CO\C(\C(=O)O)=C/C1=CC=C(C2=C1SC=C2)OCCC=2N=C(OC2C([2H])([2H])[2H])C2=C(C(=C(C(=C2[2H])[2H])[2H])[2H])[2H]